5-[(E)-2-(4-fluorophenyl)vinyl]-2-isopropyl-3-methoxypyridine FC1=CC=C(C=C1)/C=C/C=1C=C(C(=NC1)C(C)C)OC